N=1N(N=C2C1C=CC=C2)C2=C(C=C(C=C2)O)O 4-(benzotriazol-2-yl)benzene-1,3-diol